((4-((5-(didecylamino)-5-oxopentyl)(methyl)amino)butyl)-azanediyl)bis(hexane-6,1-diyl) bis(2-hexyldecanoate) C(CCCCC)C(C(=O)OCCCCCCN(CCCCCCOC(C(CCCCCCCC)CCCCCC)=O)CCCCN(C)CCCCC(=O)N(CCCCCCCCCC)CCCCCCCCCC)CCCCCCCC